2,6-dimethyl-4-bromobenzonitrile N-oxide CC1=C(C#[N+][O-])C(=CC(=C1)Br)C